[4-[4-[(2R)-2-[4-[2-Chloro-4-(tetradecanoylamino)phenyl]-2-oxo-chromen-7-yl]oxypropanoyl]piperazin-1-yl]-4-oxo-butyl]-triphenyl-phosphonium chloride [Cl-].ClC1=C(C=CC(=C1)NC(CCCCCCCCCCCCC)=O)C1=CC(OC2=CC(=CC=C12)O[C@@H](C(=O)N1CCN(CC1)C(CCC[P+](C1=CC=CC=C1)(C1=CC=CC=C1)C1=CC=CC=C1)=O)C)=O